(6-(hydroxy(piperidin-3-yl)methyl)-4,5-dimethylpyridazin-3-yl)-5-(trifluoromethyl)phenol OC(C1=C(C(=C(N=N1)C1=C(C=C(C=C1)C(F)(F)F)O)C)C)C1CNCCC1